ClC=1C(=NC=CC1C1=C(C(=CC=C1)C1=NC(=C(C=C1)CNC)OC)Cl)C=1C=C(CNC23CC(C2)(C3)C(=O)O)C=C(C1)OC 3-((3-(3-chloro-4-(2-chloro-3-(6-methoxy-5-((methylamino)methyl)pyridin-2-yl)phenyl)pyridin-2-yl)-5-methoxybenzyl)amino)bicyclo[1.1.1]pentane-1-carboxylic acid